(3-fluoro)benzyl-biguanide hydrochloride Cl.FC=1C=C(CNC(=N)NC(=N)N)C=CC1